OCCCCCCOC1=CC=C(C=C1)C#CC1=CC=C(C(=O)OC2=CC=C(C3=CC=CC=C23)OC(C2=CC=C(C=C2)C#CC2=CC=C(C=C2)OCCCCCCO)=O)C=C1 [4-[4-[2-[4-(6-hydroxyhexoxy)phenyl]ethynyl]benzoyl]oxy-1-naphthyl]4-[2-[4-(6-hydroxyhexoxy)phenyl]ethynyl]benzoate